N-(2-((1R,4R)-4-formylcyclohexyl)-6-methoxy-2H-indazol-5-yl)-5-(trifluoromethyl)picolinamide C(=O)C1CCC(CC1)N1N=C2C=C(C(=CC2=C1)NC(C1=NC=C(C=C1)C(F)(F)F)=O)OC